COC1=NN2C(N=CC=C2)=C1 methoxypyrazolo[1,5-a]pyrimidin